FN1CN(CN(C1)F)F 1,3,5-trifluoro-s-triazine